acryloyloxyethylmethoxy-trimethoxysilane C(C=C)(=O)OCCCO[Si](OC)(OC)OC